C1(CC1)CNC1=C2C(=NC3=CC(=C(C=C13)OC)OCCCN1CCCC1)NCCCC2 N-(cyclopropylmethyl)-8-methoxy-9-[3-(pyrrolidin-1-yl)propoxy]-1H,2H,3H,4H,5H-azepino[2,3-b]quinolin-6-amine